N1(CCC1)[C@H](C=1C=C(C=CC1)N1C(C2=CC(=CC(=C2C1)C(F)(F)F)CNC1(CCC1)C)=O)C1=NN=CN1C (R)-2-(3-(azetidin-1-yl(4-methyl-4H-1,2,4-triazol-3-yl)methyl)phenyl)-6-(((1-methylcyclobutyl)amino)methyl)-4-(trifluoromethyl)isoindolin-1-one